[O-][O-].[Na+].[Na+] sodium-dioxide